3-methyl-4-methylsulfanyl-7-[4-(trifluoromethoxy)phenyl]benzimidazole-5-carboxylic acid ethyl ester C(C)OC(=O)C1=C(C2=C(N=CN2C)C(=C1)C1=CC=C(C=C1)OC(F)(F)F)SC